2-(3-(4-(7H-pyrrolo[2,3-d]pyrimidin-4-yl)-1H-pyrazol-1-yl)-1-(methylsulfonyl)azetidin-3-yl)-N-(2,2,2-trifluoroethyl)acetamide ethane-1,2-diyl-bis(3-(dimethylamino)-2-methylpropanoate) C(CC(C(=O)O)(CN(C)C)C)C(C(=O)O)(CN(C)C)C.N1=CN=C(C2=C1NC=C2)C=2C=NN(C2)C2(CN(C2)S(=O)(=O)C)CC(=O)NCC(F)(F)F